C(#N)CN1C(=CC=2C1=NC=C(C2)C(F)(F)F)C(=O)OCC ethyl 1-(cyanomethyl)-5-(trifluoromethyl)-1H-pyrrolo[2,3-b]pyridine-2-carboxylate